N(=O)[O-].[Na+] Natrium Nitrit